FC=1C=NC=C(C1C1=CC=C(C=C1)[C@H](C)NC(=O)C1NCC(C1)O)F N-((S)-1-(4-(3,5-difluoropyridin-4-yl)phenyl)ethyl)-4-hydroxypyrrolidine-2-carboxamide